carboxy-L-lysinamide C(=O)(O)N[C@@H](CCCCN)C(=O)N